2-[3-({[(3S)-1-(6-methylpyridin-3-yl)piperidin-3-yl][(2-methylpyridin-4-yl)methyl]amino}methyl)-4-oxo-1,4-dihydroquinolin-1-yl]acetic acid CC1=CC=C(C=N1)N1C[C@H](CCC1)N(CC1=CC(=NC=C1)C)CC1=CN(C2=CC=CC=C2C1=O)CC(=O)O